3-(2-Hydroxybutyl)-1-methyl-5-nitro-1H-benzo[d]imidazol-2(3H)-one OC(CN1C(N(C2=C1C=C(C=C2)[N+](=O)[O-])C)=O)CC